(rac)-6'-((1-acryloyl-3-(2,3-dichloro-6-fluorophenyl)pyrrolidin-3-yl)amino)-4'-fluoro-1'-methylspiro[cyclopropane-1,3'-indolin]-2'-one C(C=C)(=O)N1C[C@@](CC1)(C1=C(C(=CC=C1F)Cl)Cl)NC1=CC(=C2C3(C(N(C2=C1)C)=O)CC3)F |r|